NC1=CC=CC(=N1)S(=O)(=O)NC(=O)C=1C(=NC(=CC1)C(C)(C)C)C1=CC=CC=C1 N-[(6-Amino-2-pyridyl)sulfonyl]-6-tert-butyl-2-phenylpyridin-3-carboxamid